2-Iodoethoxy(triisopropyl)silane ICCO[Si](C(C)C)(C(C)C)C(C)C